N-ethyl-N-methyl-2-(5-(methylthio)-1H-indol-3-yl)-2-oxoacetamide C(C)N(C(C(=O)C1=CNC2=CC=C(C=C12)SC)=O)C